O[C@H]1[C@@H](CCCC1)N1C2=C(OCC1)C=C(N=N2)C2=C(C=C(C=C2C)C(F)(F)F)O 2-[8-[(1R,2R)-2-hydroxycyclohexyl]-6,7-dihydropyridazino[4,3-b][1,4]oxazin-3-yl]-3-methyl-5-(trifluoromethyl)phenol